[N+](=O)([O-])C1=C(C=C(C=C1)N1[C@H](O[C@@H](C1)C(=O)OCC)C(F)(F)F)C(F)(F)F ethyl (2R,5S)-3-(4-nitro-3-(trifluoromethyl)phenyl)-2-(trifluoromethyl)oxazolidine-5-carboxylate